(3S,5R)-4-(6,7-dichloro-1-(2-isopropyl-4-methylpyridin-3-yl)-2-oxo-1,2-Dihydropyrido[2,3-d]pyrimidin-4-yl)-3,5-dimethylpiperazine-1-carboxylate ClC1=CC2=C(N(C(N=C2N2[C@H](CN(C[C@H]2C)C(=O)[O-])C)=O)C=2C(=NC=CC2C)C(C)C)N=C1Cl